2-[[5-(4-chloro-2-fluoro-phenyl)-3-methyl-triazol-4-yl]methyl]-5-(6-chloro-5-methoxy-3-pyridyl)pyridazin-3-one ClC1=CC(=C(C=C1)C1=C(N(N=N1)C)CN1N=CC(=CC1=O)C=1C=NC(=C(C1)OC)Cl)F